B(C1=C(C=CC2=CC=CC=C12)C3=CC=C(C=C3)C4=CC=CC=C4)(O)O 4-DIPHENYL-1-NAPHTHALENEBORONIC ACID